CC(C)N1CCC1 1-(propan-2-yl)azetidin